(+/-)-((trans)-3-Amino-5-methoxypiperidin-1-yl)(2-(1-ethyl-1H-indol-2-yl)-1-methyl-1H-benzo[d]imidazol-5-yl)methanon N[C@@H]1CN(C[C@H](C1)OC)C(=O)C1=CC2=C(N(C(=N2)C=2N(C3=CC=CC=C3C2)CC)C)C=C1 |r|